C12CC(CCC1)C1C(COCC3C2O3)O1 1,3-cyclohexanediglycidyl ether